C(C)SC=1OC2=CC=C(C=C2C(C1)=O)C(=O)[O-] 2-(ethylthio)-4-oxo-4H-chromene-6-carboxylate